6-(2-(pyrrolidin-1-yl)ethoxy)thieno[2,3-b]pyridine-2-carboxylic acid N1(CCCC1)CCOC1=CC=C2C(=N1)SC(=C2)C(=O)O